ClC=1C=C(C=CC1C1=NC(=C(C=C1)F)C#N)S(=O)(=O)NCCO 3-chloro-4-(6-cyano-5-fluoropyridin-2-yl)-N-(2-hydroxyethyl)benzenesulfonamide